4-[(3S)-3-amino-3-methylpyrrolidin-1-yl]-N-(3,3-difluorocyclobutyl)-5-[3-(difluoromethoxy)-5-fluorophenyl]-6-methylpyridine-3-carboxamide N[C@@]1(CN(CC1)C1=C(C=NC(=C1C1=CC(=CC(=C1)F)OC(F)F)C)C(=O)NC1CC(C1)(F)F)C